BrC=1C(=CC(=C(C=O)C1)[N+](=O)[O-])OC1CC1 5-bromo-4-cyclopropoxy-2-nitrobenzaldehyde